[Cl-].C[N+](=C)C N,N-dimethyl-methyleneiminium chloride